2-propenoxy-3-cyano-4,6-lutidine C(=CC)OC1=NC(=CC(=C1C#N)C)C